tert-butyl N-[(1r,4r)-4-(2-bromopropanoyl)cyclohexyl]carbamate BrC(C(=O)C1CCC(CC1)NC(OC(C)(C)C)=O)C